BrC=1NC(=C(N1)C)Br 2,5-Dibromo-4-methyl-1H-imidazole